CC(C)(C1=CC(=C(C=C1C)OCCO)C1CCCCC1)C1=C(C=CC=C1)C(C)(C)C1=CC(=C(C=C1C)OCCO)C1CCCCC1 bis[1-methyl-1-(4-hydroxyethoxy-3-cyclohexyl-6-methylphenyl)ethyl]benzene